C(C)(=O)N1\C(\C(C2=CC=CC=C12)=O)=C/C1=NC2=CC=C(C=C2C(=C1)C1=CC=CC2=CC=CC=C12)C(=O)O (Z)-2-((1-acetyl-3-oxoindolin-2-ylidene)methyl)-4-(naphthalen-1-yl)quinoline-6-carboxylic acid